N-{2-[(3S)-3-(aminomethyl)piperidin-1-yl]-4-(2-fluorophenoxy)-3-(trifluoromethyl)phenyl}-2-(pyridazin-4-yl)-1,3-thiazole-4-carboxamide mono[(2E)-but-2-enedioate] C(\C=C\C(=O)O)(=O)O.NC[C@H]1CN(CCC1)C1=C(C=CC(=C1C(F)(F)F)OC1=C(C=CC=C1)F)NC(=O)C=1N=C(SC1)C1=CN=NC=C1